COC1=C(C=NN=C2SC(C(N2)=O)CC(=O)NC2C3SC(C(N3C2=O)C(=O)O)(C)C)C=CC(=C1)OC 6-(2-(2-((2,4-dimethoxybenzylidene)hydrazineylidene)-4-oxothiazolidin-5-yl)acetamido)-3,3-dimethyl-7-oxo-4-thia-1-azabicyclo[3.2.0]heptane-2-carboxylic acid